7-((3-(3-chloro-2-methylphenyl)azetidin-3-yl)amino)-2-methylisoquinolin-1(2H)-one ClC=1C(=C(C=CC1)C1(CNC1)NC1=CC=C2C=CN(C(C2=C1)=O)C)C